C(C(CO)O)O 1,2,3-propantriol